2-(2,6-dimethylpyridin-4-yl)-3-methyl-6-(2-(4-methylpiperazin-1-yl)pyridin-4-yl)-1H-indole CC1=NC(=CC(=C1)C=1NC2=CC(=CC=C2C1C)C1=CC(=NC=C1)N1CCN(CC1)C)C